ClC1=C(C(=O)C2=CNC3=C2C2=C(NC(C4(N2)CN(C4)C(=O)[O-])=O)C=N3)C=CC(=C1)OC1=CC=CC=C1 9'-(2-Chloro-4-phenoxybenzoyl)-3'-oxo-1',3',4',7'-tetrahydrospiro[azetidine-3,2'-pyrrolo[3',2':5,6]pyrido[3,4-b]pyrazine]-1-carboxylate